CC1(OCC(O1)CCNC=1SC(=C(N1)C(=O)OC)CCCOC1=C(C=C(C=C1)C#CCN(S(=O)(=O)C1=CC=C(C=C1)C)C)F)C Methyl 2-[2-(2,2-dimethyl-1,3-dioxolan-4-yl)ethylamino]-5-[3-[2-fluoro-4-[3-[methyl(p-tolylsulfonyl)amino]prop-1-ynyl]phenoxy]propyl]thiazole-4-carboxylate